thiopheneamine ammonium salt [NH4+].S1C(=CC=C1)N